ClC=1C=C(C(=O)O)C=C(C1OC)S(NC1=C(C=C(C(=C1)C=1SC2=C(C1CCCO)C=CC=C2)F)F)(=O)=O 3-chloro-5-[[2,4-difluoro-5-[3-(3-hydroxypropyl)benzothien-2-yl]phenyl]sulfamoyl]-4-methoxybenzoic acid